N[C@H]1CN(CCC1)[C@@H]1[C@H](C2=CC(=CC(=C2C1)OC)Cl)OC1=C(C=CC=C1)C 4-[[(1S,2S)-2-[(3R)-3-aminopiperidin-1-yl]-6-chloro-4-methoxy-2,3-dihydro-1H-inden-1-yl]oxy]-3-methylbenzene